4-(4-bromo-2-ethyl-phenoxy)pyrimidin-2-amine BrC1=CC(=C(OC2=NC(=NC=C2)N)C=C1)CC